tert-butyl 4-[2-[4-[5-methyl-2-[(2S)-2-methylazetidin-1-yl]-6-(trifluoromethyl)pyrimidin-4-yl]pyrazol-1-yl]acetyl]piperazine-1-carboxylate CC=1C(=NC(=NC1C(F)(F)F)N1[C@H](CC1)C)C=1C=NN(C1)CC(=O)N1CCN(CC1)C(=O)OC(C)(C)C